C12CN(CC(CC1)N2)C(=O)C2(CCC2)OC=2C(OC1=CC=CC=C1C2C2=C(C=C(C=C2)F)Cl)=O (1-(3,8-diazabicyclo[3.2.1]octane-3-carbonyl)cyclobutoxy)-4-(2-chloro-4-fluorophenyl)-2H-chromen-2-one